ClC1=C2C=C(N(C2=C(C(=C1)Cl)F)CCNC1=CC(=NC=N1)C1=CC(=CS1)OCC)C 5-{6-[2-(4,6-Dichloro-7-fluoro-2-methyl-indol-1-yl)-ethylamino]-pyrimidin-4-yl}3-ethoxy-thiophen